COC1=C(C=CC(=C1)C1=NN=NN1C)NC=1N=CC2=C(N1)C(=NC(=C2)C)N2CC(C2)(C#N)C 1-(2-((2-methoxy-4-(1-methyl-1H-tetrazol-5-yl)phenyl)amino)-6-methylpyrido[3,4-d]pyrimidin-8-yl)-3-methylazetidine-3-carbonitrile